FC(C=1SC=CN1)(F)F 2-(trifluoromethyl)-1,3-thiazol